2-chloro-N-(4-aminophenyl)acetamide ClCC(=O)NC1=CC=C(C=C1)N